n-ethyltoluenesulfonamide CCNS(=O)(=O)C1=CC=C(C=C1)C